NC1=CC(=C(C(=N1)Cl)Cl)C1=C(N=C(C(=N1)CO)N1CCC(CC1)(C)C(C)N)C (6-(6-amino-2,3-dichloropyridin-4-yl)-3-(4-(1-aminoethyl)-4-methylpiperidin-1-yl)-5-methylpyrazin-2-yl)methanol